N1CC(C1)CN(C(C1=CC=C(C=C1)[C@@H]1CC2(CC(C2)C#N)CCN1CC1=C2C=CNC2=C(C=C1OC)C)=O)C N-(azetidin-3-ylmethyl)-4-((2R,4s,6S)-2-cyano-7-((5-methoxy-7-methyl-1H-indol-4-yl)methyl)-7-azaspiro[3.5]nonan-6-yl)-N-methylbenzamide